NC=1C=C(C=CC1N1CCN(CC1)C)N1N=NC(=C1)C(=O)[O-] 3-amino-4-(4-methylpiperazin-1-yl)phenyl-1H-1,2,3-triazol-4-carboxylate